N1N=CC(=C1)C#N 1H-pyrazol-4-carbonitril